2-[2-(morpholin-4-yl)acetamido]prop-2-enoic acid benzyl ester C(C1=CC=CC=C1)OC(C(=C)NC(CN1CCOCC1)=O)=O